COC=1N=C2C(=CC=NC2=CC1OC)OC1=CC=C(C=C1)NC(=O)C1=CN(C(=C(C1=O)C1=CC=C(C=C1)F)CF)C N-[4-[(6,7-dimethoxy-1,5-naphthyridin-4-yl)oxy]phenyl]-6-(fluoromethyl)-5-(4-fluorophenyl)-1-methyl-4-oxopyridine-3-carboxamide